4-(4-(4-bromophenyl)tetrahydro-2H-pyran-4-yl)phenol BrC1=CC=C(C=C1)C1(CCOCC1)C1=CC=C(C=C1)O